OC(C1=CC(=C(N=N1)C1=C(C=C(C=C1)C(F)(F)F)O)C)C12CN(C(CC1)CC2)C 2-(6-(hydroxy(2-methyl-2-azabicyclo[2.2.2]octan-4-yl)methyl)-4-methylpyridazin-3-yl)-5-(trifluoromethyl)phenol